NCCOCCOCCOCCOCCOCCNC([C@@H](NC([C@@H](NC([C@H](C(C)C)NC(OCC1C2=CC=CC=C2C=2C=CC=CC12)=O)=O)CCCNC(=O)N)=O)CC1=CC=C(C=C1)O)=O (9H-fluoren-9-yl)methyl ((20S,23S,26S)-1-amino-20-(4-hydroxybenzyl)-27-methyl-19,22,25-trioxo-23-(3-ureidopropyl)-3,6,9,12,15-pentaoxa-18,21,24-triazaoctacosan-26-yl)carbamate